N1(CCC1)C=1C=C(N=NC1)N 5-(1-azetidinyl)-3-pyridazinamine